[4-(4-benzyloxy-2,3-difluoro-phenyl)-1-(2-methoxyethyl)pyrazol-3-yl]methanol cis-benzyl-(4-((oxetan-3-ylmethyl)(phenyl)amino)cyclohexyl)carbamate C(C1=CC=CC=C1)N(C(=O)OCC1=NN(C=C1C1=C(C(=C(C=C1)OCC1=CC=CC=C1)F)F)CCOC)[C@@H]1CC[C@@H](CC1)N(C1=CC=CC=C1)CC1COC1